methyl 2-cyclopropyl-5-phenyl-1,3-thiazole-4-carboxylate C1(CC1)C=1SC(=C(N1)C(=O)OC)C1=CC=CC=C1